C(C)OCC(C)OCC propylene glycol di-ethyl ether